ClC(C(=O)OCCCCCCCCCC)CCCCCCCCCCCCCC decyl α-chlorohexadecanoate